3-(4-(4-(6-hydroxy-2-(4-hydroxyphenyl)benzo[b]thiophene-3-carbonyl)phenoxy)piperidin-1-yl)propanenitrile OC=1C=CC2=C(SC(=C2C(=O)C2=CC=C(OC3CCN(CC3)CCC#N)C=C2)C2=CC=C(C=C2)O)C1